C1(CCC(CCC)O1)=O delta-Heptanolide